7-[2-[4-[(dimethylamino)methyl]phenyl]ethylsulfanyl]-2-(ethoxymethyl)-6-methyl-1H-imidazo[4,5-c]pyridin-4-amine CN(C)CC1=CC=C(C=C1)CCSC=1C2=C(C(=NC1C)N)N=C(N2)COCC